N-Ethyl-N,N-dimethylcyclohexylammonium hydroxid [OH-].C(C)[N+](C)(C)C1CCCCC1